4-hydroxy-7-methylindole OC1=C2C=CNC2=C(C=C1)C